(2R,4S)-9-[1-({(1s,4r)-4-[(2-aminoethyl)amino]cyclohexyl}acetyl)azetidin-3-yl]oxy-5,5-dihydroxy-6-oxa-5-boranuidatricyclo[5.4.0.02,4]undeca-1(7),8,10-triene-8-carboxylate NCCNC1CCC(CC1)CC(=O)N1CC(C1)OC1=C(C=2O[B-]([C@H]3C[C@H]3C2C=C1)(O)O)C(=O)[O-]